C(C)(C)(C)OC(NC(CCOC)C1=C(C=CC(=C1)NC(C1=C(C=C(C(=C1)C(F)(F)F)C1CC1)OC1=C(C=C(C=C1)F)C)=O)F)=O tert-butyl(1-(5-(4-cyclopropyl-2-(4-fluoro-2-methylphenoxy)-5-(trifluoromethyl)benzamido)-2-Fluorophenyl)-3-methoxypropyl)carbamate